1-(4-chlorophenyl)-3-(4-methyl-5-(2-(methylamino)pyrimidin-4-yl)thiazol-2-yl)urea ClC1=CC=C(C=C1)NC(=O)NC=1SC(=C(N1)C)C1=NC(=NC=C1)NC